ClC1=C(C=CC=C1CS(=O)(=O)C(F)(F)F)CN (2-chloro-3-((trifluoromethylsulfonyl)methyl)phenyl)methylamine